ClC1=CC(=C(N=N1)OC)C(COC)N1N=CC(=C1)NC(=O)[C@H](C(C1CC1)C1CC1)NC(OC(C)(C)C)=O tert-butyl N-[(1S)-1-[[1-[1-(6-chloro-3-methoxy-pyridazin-4-yl)-2-methoxy-ethyl]pyrazol-4-yl]carbamoyl]-2,2-dicyclopropyl-ethyl]carbamate